ClC1=CC2=C(N=C(N=C2NCC2OCCC2)C2=C(C(=CC(=C2Cl)OC)OC)Cl)C=N1 6-chloro-2-(2,6-dichloro-3,5-dimethoxyphenyl)-N-((tetrahydrofuran-2-yl)methyl)pyrido[3,4-d]pyrimidine-4-amine